7-(3-(4-fluorophenyl)-1-(3-((triisopropylsilyl)oxy)propyl)-1H-pyrazol-4-yl)-2-(4-(4-methylpiperazin-1-yl)phenyl)-3H-imidazo[4,5-b]pyridine FC1=CC=C(C=C1)C1=NN(C=C1C1=C2C(=NC=C1)NC(=N2)C2=CC=C(C=C2)N2CCN(CC2)C)CCCO[Si](C(C)C)(C(C)C)C(C)C